4-bromo-3-methyl-1-{[p-(trifluoromethyl)phenyl]methyl}-1H-pyrazole BrC=1C(=NN(C1)CC1=CC=C(C=C1)C(F)(F)F)C